DIBENZOCYCLOHEPTANE C1=CC=CC=2CCCC3=C(C21)C=CC=C3